ClC1=CC=2N(N=C1)C(=CN2)C2=CC=C(C(=O)OCC)C=C2 ethyl 4-(7-chloroimidazo[1,2-b]pyridazin-3-yl)benzoate